C(C)OC1=C(C=CC(=N1)[C@@H](CS(=O)(=O)C)N1C(N(C=2C1=NC=C(C2C)C2=CC=CC=C2)CC(F)(F)F)=O)OC (S)-3-(1-(6-ethoxy-5-methoxypyridin-2-yl)-2-(methylsulfonyl)ethyl)-7-methyl-6-phenyl-1-(2,2,2-trifluoroethyl)-1H-imidazo[4,5-b]pyridin-2(3H)-one